2-(3-(3-(((R)-1-((2R,5R)-5-methyltetrahydrofuran-2-yl)propyl)carbamoyl)-1H-pyrazol-5-yl)phenyl)-N-(pentan-3-yl)oxazole-5-carboxamide C[C@@H]1CC[C@@H](O1)[C@@H](CC)NC(=O)C1=NNC(=C1)C=1C=C(C=CC1)C=1OC(=CN1)C(=O)NC(CC)CC